N1=CNC2=NC=CC(=C21)C=2C=NN(C2)C2=CC=C(C=N2)C(C(=O)N(C)C)CC(F)(F)F (6-(4-(3H-imidazo[4,5-b]pyridin-7-yl)-1H-pyrazol-1-yl)pyridin-3-yl)-4,4,4-trifluoro-N,N-dimethylbutanamide